C(C)(C)(CC)C1=C(C(=CC=C1)O)C t-amylcresol